NC(C(C(C(O)=O)(N)N)(N)N)C[C@@H]1SC[C@@H]2NC(=O)N[C@H]12 Penta-aminobiotin